C[C@@H]1CN(C(=CC1)C=1C=CC2=C(N=C(S2)C2CCN(CC2)C)C1)C(=O)OC(C)(C)C (S)-tert-butyl 3-methyl-6-(2-(1-methylpiperidin-4-yl)benzo[d]thiazol-5-yl)-3,4-dihydropyridine-1(2H)-carboxylate